C(C=1C(N)=CC=CC1)(=O)OCCOC(C(=C)C)=O methacryloyloxyethyl anthranilate